FC=1C=CC(=NC1)N1C2CN(CC1CC2)C(=O)OC(C)(C)C tert-butyl 8-(5-fluoropyridin-2-yl)-3,8-diaza-bicyclo[3.2.1]octane-3-carboxylate